N1(CCCC=2C(=CC=CC12)C(=O)N)C(=O)N 3,4-dihydroquinoline-1,5(2H)-dicarboxamide